2-(4-(trifluoromethyl)phenoxy)propionic acid ethyl ester C(C)OC(C(C)OC1=CC=C(C=C1)C(F)(F)F)=O